C(C)(C)C1CC=CC(C1)=O 5-isopropylcyclohex-2-en-1-one